8-methoxy-2,6,6,8-tetramethyl-tricyclo[5.3.1.01,5]undecane COC1(C2C(C3CCC(C3(CC1)C2)C)(C)C)C